FC1=CC=C(C=C1)\C=C\C(C)C 1-(4-fluorophenyl)-3-methyl-trans-1-butene